(cyclopropylmethyl)-3-iodo-pyrazole C1(CC1)CC=1C(=NNC1)I